2-(3,6-difluoro-2-pyridyl)-5-(trifluoromethylsulfonyl)-1,3-benzoxazole FC=1C(=NC(=CC1)F)C=1OC2=C(N1)C=C(C=C2)S(=O)(=O)C(F)(F)F